3-(3-Methyl-2-oxo-5-(piperidin-4-yl)-2,3-dihydro-1H-benzo[d]imidazol-1-yl)piperidine-2,6-dione CN1C(N(C2=C1C=C(C=C2)C2CCNCC2)C2C(NC(CC2)=O)=O)=O